5-(3-methoxyphenyl)-N-(3-((4-methylpiperazin-1-yl)methyl)-1,2,4-thiadiazol-5-yl)furan-3-Formamide COC=1C=C(C=CC1)C1=CC(=CO1)C(=O)NC1=NC(=NS1)CN1CCN(CC1)C